COC(=O)[C@]1(N(C[C@@H](C1)O[Si](C)(C)C(C)(C)C)C(=O)OC(C)(C)C)C (2S,4R)-4-[tert-butyl-(dimethyl)silyl]oxy-2-methyl-pyrrolidine-1,2-dicarboxylic acid O1-tert-butyl O2-methyl ester